Cl.FC(C=1C=C(OC2CCNCC2)C=CC1)(F)F 4-(3-(trifluoromethyl)phenoxy)piperidine Hydrochloride